NC1=NC2=NC=C(N=C2C(N1)=O)CNC1=CC=C(C(=O)N[C@@H](CCC(NCCNC(CCOCCOCCOCCOCCOCCOCCOCCOCCOCCN=[N+]=[N-])=O)=O)C(=O)O)C=C1 (S)-38-(4-(((2-Amino-4-oxo-3,4-dihydropteridin-6-yl)methyl)amino)benzamido)-1-azido-30,35-dioxo-3,6,9,12,15,18,21,24,27-nonaoxa-31,34-diazanonatriacontan-39-oic acid